ClC1=C(C=CC=C1)CC(=O)NC1=CC(=C(C=C1)C=1C=NN(C1)CC(C)C)S(N)(=O)=O 2-(2-chlorophenyl)-N-{4-[1-(2-methylpropyl)-1H-Pyrazol-4-yl]-3-sulfamoylphenyl}acetamide